2-(3-phenoxyphenyl)acetonitrile O(C1=CC=CC=C1)C=1C=C(C=CC1)CC#N